5-(8-((1S,2S)-2-(2,4-difluorophenyl)cyclopropyl)imidazo[1,2-b]pyridazin-6-yl)pyrimidine-2,4(1H,3H)-dione FC1=C(C=CC(=C1)F)[C@@H]1[C@H](C1)C=1C=2N(N=C(C1)C=1C(NC(NC1)=O)=O)C=CN2